5-(hydroxymethyl)-N,N-bis(4-methoxybenzyl)pyridine-2-sulfonamide OCC=1C=CC(=NC1)S(=O)(=O)N(CC1=CC=C(C=C1)OC)CC1=CC=C(C=C1)OC